6-(2-{5-[(7R)-7-amino-2-azabicyclo[2.2.1]heptane-2-carbonyl]-7-methoxy-1-methyl-1H-1,3-benzodiazol-2-yl}-1-(cyclopropylmethyl)-1H-indol-6-yl)-7-fluoro-1,2,3,4-tetrahydroquinolin-2-one N[C@H]1C2N(CC1CC2)C(=O)C2=CC1=C(N(C(=N1)C=1N(C3=CC(=CC=C3C1)C=1C=C3CCC(NC3=CC1F)=O)CC1CC1)C)C(=C2)OC